6-(2-(4-(ethoxymethyl)-4-phenethylpiperidin-1-yl)propan-2-yl)benzo[d]oxazol-2(3H)-one C(C)OCC1(CCN(CC1)C(C)(C)C1=CC2=C(NC(O2)=O)C=C1)CCC1=CC=CC=C1